[(1r,3r)-3-hydroxycyclobutoxy]benzene-1,2-dicarboxylate OC1CC(C1)OC1=C(C(=CC=C1)C(=O)[O-])C(=O)[O-]